CC=1N(C=2N(C(C(=C(N2)C(F)(F)F)C=2C=NN(C2)CC(C(F)(F)F)(F)F)=O)C1)C1COC1 2-methyl-1-(oxetan-3-yl)-6-[1-(2,2,3,3,3-pentafluoropropyl)-1H-pyrazol-4-yl]-7-(trifluoromethyl)-1H,5H-imidazo[1,2-a]pyrimidin-5-one